C(CC(=O)C)(=O)OCCOC(C=C)=O acryloyloxyethyl acetoacetate